C(#C)C=1C(=CC=C2C=C(C=CC12)O)F 8-ethynyl-7-fluoro-3-hydroxynaphthalen